1-((1R,5S)-3-(7-(8-ethynyl-7-fluoronaphthalen-1-yl)-8-fluoro-2-(((S)-1-methylpiperidin-2-yl)methoxy)pyrido[4,3-d]pyrimidin-4-yl)-3,8-diazabicyclo[3.2.1]octan-8-yl)prop-2-en-1-one C(#C)C=1C(=CC=C2C=CC=C(C12)C1=C(C=2N=C(N=C(C2C=N1)N1C[C@H]2CC[C@@H](C1)N2C(C=C)=O)OC[C@H]2N(CCCC2)C)F)F